BrC=1C=C(C=2C(N(CC2C1)[C@@H](C)C1CC1)=O)S(=O)(=O)NC1CCC1 (S)-6-bromo-N-cyclobutyl-2-(1-cyclopropylethyl)-3-oxoisoindoline-4-sulfonamide